perfluoro-2,4-dimethylcyclobutane FC1(C(C(C1(C(F)(F)F)F)(F)F)(C(F)(F)F)F)F